N1(N=CC=C1)CC=1C=C(CN2C=NC=3C(=NC=4C=CC=CC4C32)Cl)C=CC1 1-(3-((1H-pyrazol-1-yl)methyl)benzyl)-4-chloro-1H-imidazo[4,5-c]quinoline